pyrazolo[1,5-b]pyridazine-3-carboxylic acid N1=CC(=C2N1N=CC=C2)C(=O)O